COC=1C=C2C(=CC=NC2=CC1OC)OC1=CC=C(C=C1)NC(=O)C1(CC1)C(=O)NC1=CC=C(C=C1)F N-[4-[(6,7-Dimethoxy-4-quinolinyl)oxy]phenyl]-N'-(4-fluorophenyl)-1,1-cyclopropanedicarboxamide